2-(2-hydroxyloctyl-oxyphenyl)-4,6-bis(4-methyl-phenyl)-1,3,5-triazine OC(COC1=C(C=CC=C1)C1=NC(=NC(=N1)C1=CC=C(C=C1)C)C1=CC=C(C=C1)C)CCCCCC